NC=1C2=C(N=CN1)N(C=C2C2=CC(=C(C=C2)NC(=O)NC2=NC(=NS2)C(C)(C)C)F)C2CC2 1-(4-(4-amino-7-cyclopropyl-7H-pyrrolo[2,3-d]pyrimidin-5-yl)-2-fluorophenyl)-3-(3-(tert-butyl)-1,2,4-thiadiazol-5-yl)urea